(2R)-6-bromo-N-[(1R)-1-[3-(difluoromethyl)-2-fluoro-phenyl]ethyl]-2-methyl-2,3-dihydroimidazo[1,2-a]pyridine-8-carboxamide BrC=1C=C(C=2N(C1)C[C@H](N2)C)C(=O)N[C@H](C)C2=C(C(=CC=C2)C(F)F)F